(S)-7-acetamido-3-(7-((1-(tert-butoxycarbonyl)piperidin-3-yl)amino)-3-cyanopyrazolo[1,5-a]pyrimidin-5-yl)-6-cyano-1H-indole-1-carboxylic acid tert-butyl ester C(C)(C)(C)OC(=O)N1C=C(C2=CC=C(C(=C12)NC(C)=O)C#N)C1=NC=2N(C(=C1)N[C@@H]1CN(CCC1)C(=O)OC(C)(C)C)N=CC2C#N